F[P-](F)(F)(F)(F)F.C1(=CC=CC=C1)[S+](C1=C(C=CC=C1)SC1=CC=CC=C1)C1=CC=CC=C1 diphenyl-[(phenylthio)phenyl]Sulfonium hexafluorophosphate